1-methyl-6-chloro-2(1H)-quinoxalinone CN1C(C=NC2=CC(=CC=C12)Cl)=O